C(C)(C)(C)OC(N(C)[C@H]1CN(CC1)C1=NC(=NC2=C1OCC(N2)C(C)C)Cl)=O.CC2(COC2)COCCCCCCCCCCCC 3-methyl-3-(dodecoxymethyl)oxetane tert-butyl-((3R)-1-(2-chloro-7-isopropyl-7,8-dihydro-6H-pyrimido[5,4-b][1,4]oxazin-4-yl)pyrrolidin-3-yl)(methyl)carbamate